P(=O)([O-])([O-])O.[NH4+].[NH4+].OCC(COC1=CC=C(C=C1)C1(C2=CC=CC=C2C=2C=CC=CC12)C1=CC=C(C=C1)OCC(CO)(C)C)(C)C 9,9-bis(4-(3-hydroxy-2,2-dimethylpropoxy)phenyl)fluorene Diammonium phosphat